N-hydroxy-2-(4,5,6,7-tetrahydro-1H-benzo[d]imidazol-2-yl)isoindoline-4-carboxamide ONC(=O)C=1C=2CN(CC2C=CC1)C1=NC2=C(N1)CCCC2